ClC1=CC(=CC(=N1)N1C(C2=CC(=CC(=C2C1)C(F)(F)F)CN1C[C@H](OCC1)C)=O)C1=C(C=CC(=C1)C(F)(F)F)C1=NN=CN1C 2-{6-chloro-4-[2-(4-methyl-1,2,4-triazol-3-yl)-5-(trifluoromethyl)phenyl]pyridin-2-yl}-6-{[(2R)-2-methylmorpholin-4-yl]methyl}-4-(trifluoromethyl)-3H-isoindol-1-one